CN1N=CC(=C1)SC1=CC=C2C=NNC(C2=C1)=O 7-((1-methyl-1H-pyrazol-4-yl)thio)phthalazin-1(2H)-one